FC(OC=1C=C2NC=3C=CC(=CC3C(C2=CC1)(C)C)C)F 6-(difluoromethoxy)-2,9,9-trimethyl-9,10-dihydroacridine